C(C)(=O)OC=1C(=NC=CC1OC)C(N[C@@H](C)C=1OC(=NN1)C1=CC=C(C=C1)OC)=O (S)-4-methoxy-2-((1-(5-(4-methoxyphenyl)-1,3,4-oxadiazol-2-yl)ethyl)carbamoyl)pyridin-3-yl acetate